CN(CCN(C=1C(=CC(=C(C1)OC)NC1=NC=CC(=C1)C1=NN(C2=C1C=NC=C2)C)N)C)C N1-(2-(dimethylamino)ethyl)-5-methoxy-N1-methyl-N4-(4-(1-methyl-1H-pyrazolo[4,3-c]pyridin-3-yl)pyridin-2-yl)benzene-1,2,4-triamine